COC1=CC=C(C=C1)C1=NOC(=N1)N1CCC(CC1)C(=O)NCC1CN(CC1)CC1CN(CCC1)C(=O)[O-] 3-((3-((1-(3-(4-methoxyphenyl)-1,2,4-oxadiazol-5-yl)piperidine-4-carboxamido)methyl)pyrrolidin-1-yl)methyl)piperidine-1-carboxylate